3-Acetamido-5-{2-[4-hydroxy-4-(trifluoromethyl)cyclohexyl]ethoxy}indole-1-carboxylic acid tert-butyl ester C(C)(C)(C)OC(=O)N1C=C(C2=CC(=CC=C12)OCCC1CCC(CC1)(C(F)(F)F)O)NC(C)=O